ClC=1C=C(C=CC1)CN1C=NC2=CC=C(C=C2C1=O)OC1=CC(=NC=C1)NC1=NN(C=C1)C 3-[(3-chlorophenyl)methyl]-6-({2-[(1-methylpyrazol-3-yl)amino]-4-pyridyl}oxy)quinazolin-4-one